FC=1C=CC(=NC1)C1(CC1)NC(=O)[C@@H]1CN(CC[C@H]1NC(=O)C1=NOC(=C1)C1=C(C=C(C=C1F)F)F)CC1CC1 |o1:13,18| (3R*,4R*)-1-Cyclopropylmethyl-4-{[5-(2,4,6-trifluoro-phenyl)-isoxazole-3-carbonyl]-amino}-piperidine-3-carboxylic acid [1-(5-fluoro-pyridin-2-yl)-cyclopropyl]-amide